[N+](=O)([O-])C1=C(C(=CC=C1)[N+](=O)[O-])S(=O)(=O)[O-].[Na+].NC=1C=2N(C=CN1)N=C(C2C2=CC=C(C=C2)OC2=NC=CC(=N2)C)C2=CC=C(C=C2)NC(C(=C)C)=O N-(4-(4-amino-3-(4-((4-methylpyrimidin-2-yl)oxy)phenyl)pyrazolo[1,5-a]pyrazin-2-yl)phenyl)methacrylamide sodium 2,6-dinitrobenzenesulfonate